C(C)(C)N(C=1C2=C(N=C(N1)C1=CC=NC=C1)C=NC=C2)C N-isopropyl-N-methyl-2-(pyridin-4-yl)pyrido[3,4-d]pyrimidin-4-amine